BrC=1C=C(C=C(C1OC=1C=CC2=C(NC(=N2)C)C1)Br)N1N=C(C(NC1=O)=O)C#N 2-(3,5-dibromo-4-((2-methyl-1H-benzo[d]imidazol-6-yl)oxy)phenyl)-3,5-dioxo-2,3,4,5-tetrahydro-1,2,4-triazine-6-carbonitrile